C(C)OC(=O)C1=CC2=C(S1)C(=CC(=C2)Br)C=NO 5-bromo-7-((hydroxyimino)methyl)benzo[b]thiophene-2-carboxylic acid ethyl ester